3-[[5-Bromo-4-(2,6-dimethylphenyl)-6-[(2R)-4-methyl-2-(spiro[2.3]hexan-5-ylamino)pentoxy]pyrimidin-2-yl]sulfamoyl]benzoic acid BrC=1C(=NC(=NC1OC[C@@H](CC(C)C)NC1CC2(CC2)C1)NS(=O)(=O)C=1C=C(C(=O)O)C=CC1)C1=C(C=CC=C1C)C